ClC=1C=C2C(=C(N1)Cl)NC=C2C=O 5,7-DICHLORO-1H-PYRROLO[2,3-C]PYRIDINE-3-CARBALDEHYDE